C1(=NC(=NC(=N1)Cl)Cl)Cl The molecule is a chloro-1,3,5-triazine in which the triazine ring is substituted on each carbon by chlorine. Its main use is in the preparation of the triazine-class pesticides. It has a role as a cross-linking reagent. It is an organochlorine compound and a chloro-1,3,5-triazine.